1-(4-(benzyloxy)phenyl)-3-(4-methoxyphenyl)-7-(methylthio)pyrimido[4,5-d]pyrimidine-2,4(1H,3H)-dione C(C1=CC=CC=C1)OC1=CC=C(C=C1)N1C(N(C(C=2C1=NC(=NC2)SC)=O)C2=CC=C(C=C2)OC)=O